4-cyclopropyl-2-(4-fluoro-2-methylphenoxy)-N-(2-methoxypyridin-4-yl)-5-(trifluoromethyl)benzamide C1(CC1)C1=CC(=C(C(=O)NC2=CC(=NC=C2)OC)C=C1C(F)(F)F)OC1=C(C=C(C=C1)F)C